cesium furandicarboxylate O1C(=C(C=C1)C(=O)[O-])C(=O)[O-].[Cs+].[Cs+]